BrC1=CC=C(C=C1)N1C(C=CC(=C1)F)=O 1-(4-bromophenyl)-5-fluoropyridin-2(1H)-one